ClC=1C=C(C=CC1F)N(C(=O)[C@H]1N(C(N(C1)CCN1CCOCC1)=O)C1=NC(=CC(=C1)C(F)(F)F)C)C (S)-N-(3-chloro-4-fluorophenyl)-N-methyl-3-(6-methyl-4-(trifluoromethyl)pyridin-2-yl)-1-(2-morpholinoethyl)-2-oxoimidazolidine-4-carboxamide